(biphenylyl)(Dibenzofuranyl)(spirobifluorenyl)amine C1(=C(C=CC=C1)N(C=1C2(C3=CC4=CC=CC=C4C3=CC1)C=CC=C1C3=CC=CC=C3C=C12)C1=CC=CC=2OC3=C(C21)C=CC=C3)C3=CC=CC=C3